COC=1C=C(C2=C(OCCO2)C1)C 7-methoxy-5-methyl-2,3-dihydro-benzo[1,4]dioxin